2-(3,4-dimethoxyphenyl)-6-(4-(6-isobutyl-2,6-diazaspiro[3.3]heptan-2-yl)phenyl)-1,4-dimethyl-1H-imidazo[4,5-c]pyridine COC=1C=C(C=CC1OC)C=1N(C2=C(C(=NC(=C2)C2=CC=C(C=C2)N2CC3(C2)CN(C3)CC(C)C)C)N1)C